2-hydroxy-5-(1,4,5-triphenyl-1H-imidazole-2-yl)benzaldehyde OC1=C(C=O)C=C(C=C1)C=1N(C(=C(N1)C1=CC=CC=C1)C1=CC=CC=C1)C1=CC=CC=C1